lithium iron-silicon [Si].[Fe].[Li]